N(CC1=CC(=CC=2C=COC21)C[C@H](C(=O)O)[C@@H]2CNCC2)(CC2=CC(=CC=1C=COC12)C[C@H](C(=O)O)[C@@H]1CNCC1)CC1=CC(=CC=2C=COC21)C[C@H](C(=O)O)[C@@H]2CNCC2 (2S,2'S,2''S)-3,3',3''-((nitrilotris(methylene))tris(benzofuran-7,5-diyl))tris(2-((R)-pyrrolidin-3-yl)propionic acid)